Cl.N[C@H]1[C@@H](CN(CC1)C1=CC(=NC=C1C=1C=NN(C1)C(F)F)NC1=NC(=NC=C1)C1=C(C=CC=C1OC)F)C N-(4-((3R,4R)-4-amino-3-methylpiperidin-1-yl)-5-(1-(difluoromethyl)-1H-pyrazol-4-yl)pyridin-2-yl)-2-(2-fluoro-6-methoxyphenyl)pyrimidin-4-amine hydrochloride